FC=1C=CC(=C2C=CNC12)B1OC(C(O1)(C)C)(C)C 7-fluoro-4-(4,4,5,5-tetramethyl-1,3,2-dioxaborolan-2-yl)-1H-indole